F[P-](F)(F)(F)(F)F.CN(CC(=O)O)C N,N-dimethylglycine hexafluorophosphate